(S)-6-(5-(((2-(7-Fluoro-1,4-dimethyl-2-oxo-1,2-dihydroquinolin-8-yl)ethyl)amino)methyl)-2-oxooxazolidin-3-yl)-2H-pyrazino[2,3-b][1,4]oxazin-3(4H)-one FC1=CC=C2C(=CC(N(C2=C1CCNC[C@H]1CN(C(O1)=O)C1=NC2=C(OCC(N2)=O)N=C1)C)=O)C